The molecule is a para-terphenyl that consists of 1,4-diphenylbenzene substituted by acetyloxy groups at positions 5' and 6', hydroxy groups at positions 4 and 4'', a (3-phenylpropanoyl)oxy group at position 3' and a (3-hydroxybutanoyl)oxy group at position 2'. It is isolated from the fruit body of the mushroom Paxillus curtisii and exhibits radical scavenging activity It has a role as a metabolite and a radical scavenger. It is an acetate ester, a member of phenols and a para-terphenyl. It derives from a 3-hydroxybutyric acid. It derives from a hydride of a 1,4-diphenylbenzene. CC(CC(=O)OC1=C(C(=C(C(=C1C2=CC=C(C=C2)O)OC(=O)C)OC(=O)C)C3=CC=C(C=C3)O)OC(=O)CCC4=CC=CC=C4)O